FC1=C(CN(C(C(CC)(C)C)=O)C)C=C(C=C1)F N-(2,5-difluorobenzyl)-N,2,2-trimethylbutanamide